C[C@@H]1N(C[C@H](N(C1)C=1C=NC(=CC1)[N+](=O)[O-])C)C(=O)OC(C)(C)C tert-Butyl (2S,5R)-2,5-dimethyl-4-(6-nitropyridin-3-yl)piperazine-1-carboxylate